NCCCCC[Si](OC)(OC)C 3-(2-aminoethyl)propylmethyldimethoxysilane